tert-butyl 4-[7-[2-cyano-3-[[ethyl(methyl)sulfamoyl]amino]-6-fluoro-phenoxy]quinoxalin-2-yl]oxypiperidine-1-carboxylate C(#N)C1=C(OC2=CC=C3N=CC(=NC3=C2)OC2CCN(CC2)C(=O)OC(C)(C)C)C(=CC=C1NS(N(C)CC)(=O)=O)F